NC1=NC2=CC(=CC=C2C=N1)C=1C(=C(C=CC1F)NS(=O)(=O)C=1C(=NC=C(C1)Cl)OC)F N-(3-(2-aminoquinazolin-7-yl)-2,4-difluorophenyl)-5-chloro-2-methoxypyridine-3-sulfonamide